4-(5-chloro-2-methoxy-phenyl)-6-methyl-N-[6-(4,4,5,5-tetramethyl-1,3,2-dioxaborolan-2-yl)thiazolo[4,5-b]pyrazin-2-yl]pyridine-3-carboxamide ClC=1C=CC(=C(C1)C1=C(C=NC(=C1)C)C(=O)NC=1SC=2C(=NC=C(N2)B2OC(C(O2)(C)C)(C)C)N1)OC